(4-(3-methoxypropyl)morpholin-2-yl)methylamine hydrochloride Cl.COCCCN1CC(OCC1)CN